BrC1=C(C=C2C=C(N(C2=C1)S(=O)(=O)C1=CC=CC=C1)CCC(=O)N)Cl ((6-bromo-5-chloro-1-(phenyl-sulfonyl)-1H-indol-2-yl)methyl)acetamide